BrC1=CC=CC=2C(=C(SC21)C(=O)N[C@H]2CCOC1=CC=CC=C21)C(C)C 7-bromo-N-[(4S)-3,4-dihydro-2H-chromen-4-yl]-3-isopropyl-1-benzothiophene-2-carboxamide